hexacyclohexyl-4,4',4''-propylidynetris(3-oxabutyramide) C1(CCCCC1)C(C(=O)N)(OCC(CC)(C(OC(C(=O)N)(C1CCCCC1)C1CCCCC1)(C1CCCCC1)C1CCCCC1)COCC(=O)N)C1CCCCC1